NC=1OC2=C(N1)C=CC(=C2)C=2C=CC(=C(C2)NC(=O)N2OCC[C@H]2C2=CC=CC=C2)C (S)-N-(5-(2-aminobenzo[d]oxazol-6-yl)-2-methylphenyl)-3-phenylisoxazolidine-2-carboxamide